BrC=1C(=C2C=NC(=NC2=CC1)N)F 6-bromo-5-fluoroquinazolin-2-amine